N1-(3-(Cyclohexylmethoxy)phenyl)ethane-1,2-diamine C1(CCCCC1)COC=1C=C(C=CC1)NCCN